4-(dimethylamino)-N-[(1s,4s)-4-{[6-(methylamino)-2-(trifluoromethyl)quinolin-4-yl]amino}cyclohexyl]benzamide CN(C1=CC=C(C(=O)NC2CCC(CC2)NC2=CC(=NC3=CC=C(C=C23)NC)C(F)(F)F)C=C1)C